bis[4-tert-butylbenzoic acid] aluminum hydroxide [OH-].[Al+3].C(C)(C)(C)C1=CC=C(C(=O)O)C=C1.C(C)(C)(C)C1=CC=C(C(=O)O)C=C1.[OH-].[OH-]